BrC1=C(SC=C1)C(=O)NC1CCN(CC1)C1=C(C=CC=C1)N(S(=O)(=O)C=1C=CC2=C(C=C(O2)C(=O)OCC)C1)CCC1=CC=CC=C1 ethyl 5-(N-(2-(4-(3-bromothiophene-2-carboxamido) piperidin-1-yl) phenyl)-N-phenethylsulfamoyl)-benzofuran-2-carboxylate